FC1=C(C#N)C(=CC(=C1)CC1C(N(CC1)C1=CC(=NN1)C1=CC=NC=C1)=O)F 2,6-Difluoro-4-((2-oxo-1-(3-(pyridin-4-yl)-1H-pyrazol-5-yl)pyrrolidin-3-yl)methyl)benzonitrile